C1(CC1)C1=NC(=C2C(=N1)N(N=C2)CC)O 6-cyclopropyl-1-ethyl-1H-pyrazolo[3,4-d]Pyrimidin-4-ol